The molecule is a monocarboxylic acid anion that is the conjugate base of ent-kaur-16-en-19-oic acid, obtained by deprotonation of the carboxy group. It is a conjugate base of an ent-kaur-16-en-19-oic acid. C[C@@]12CCC[C@@]([C@H]1CC[C@]34[C@H]2CC[C@H](C3)C(=C)C4)(C)C(=O)[O-]